6-(difluoromethyl)-N-(1-(methylsulfonyl)piperidin-4-yl)imidazo[1',2':1,6]pyrido[2,3-d]pyrimidin-2-amine FC(C1=CC2=C(N=C(N=C2)NC2CCN(CC2)S(=O)(=O)C)N2C1=NC=C2)F